(2S,2'S)-2,2'-(((((1S,1'S)-((5-azidoisophthaloyl)bis(azanediyl))bis(1-carboxypentane-5,1-diyl))bis(azanediyl))bis(carbonyl))bis(azanediyl))dipentanedioic acid N(=[N+]=[N-])C=1C=C(C=C(C(=O)NCCCC[C@@H](C(=O)O)NC(=O)N[C@H](C(=O)O)CCC(=O)O)C1)C(=O)NCCCC[C@@H](C(=O)O)NC(=O)N[C@H](C(=O)O)CCC(=O)O